CC1=NOC(=C1)C1=CC=C(S1)S(=O)(=O)N1CCN(CC1)C[C@H](C)NC1=NC=NC2=C(C=CC=C12)C=1C=NC=CC1 N-[(2S)-1-(4-{[5-(3-methyl-1,2-oxazol-5-yl)thiophen-2-yl]sulfonyl}piperazin-1-yl)propan-2-yl]-8-(pyridin-3-yl)quinazolin-4-amine